ClC1=C(C(=O)N=S(C2=CC=C(C=C2)C2=NOC(=N2)C(F)(F)F)(=O)C)C(=CC=C1)F 2-chloro-6-fluoro-N-(methyl(oxo)(4-(5-(trifluoromethyl)-1,2,4-oxadiazol-3-yl)phenyl)-λ6-sulfaneylidene)benzamide